2-((1S,2R,4aR,6aR,6bS,8aR,12aS,14aR,14bS)-11-cyano-1,2,6a,6b,9,9,12a-heptamethyl-10,14-dioxo-1,3,4,5,6,6a,6b,7,8,8a,9,10,12a,14,14a,14b-hexadecahydropicen-4a(2H)-yl)acetic acid C(#N)C=1C(C([C@@H]2CC[C@]3([C@@]4(CC[C@]5(CC[C@H]([C@@H]([C@H]5[C@H]4C(C=C3[C@]2(C1)C)=O)C)C)CC(=O)O)C)C)(C)C)=O